6-(N-(5-chloro-2-(4-ethoxypiperidin-1-yl)pyridin-3-yl)sulfamoyl)-N-hydroxy-3-methylbenzofuran-2-carboxamide ClC=1C=C(C(=NC1)N1CCC(CC1)OCC)NS(=O)(=O)C1=CC2=C(C(=C(O2)C(=O)NO)C)C=C1